4-((2-aminopyrimidin-5-yl)ethynyl)-6-(4-(5-fluoropyridin-3-yl)-5,6-dihydrocyclopenta[d][1,2,3]triazol-2(4H)-yl)-1-methylpyridin-2(1H)-one NC1=NC=C(C=N1)C#CC1=CC(N(C(=C1)N1N=C2C(=N1)CCC2C=2C=NC=C(C2)F)C)=O